1,1-bis(3-methyl-4-hydroxyphenyl)decane CC=1C=C(C=CC1O)C(CCCCCCCCC)C1=CC(=C(C=C1)O)C